CC1=NC(=NO1)C1=CC=C2C=CN=C(C2=C1)NCCN1CC2=CC=C(C=C2C1)C(=O)OCC Ethyl 2-(2-{[7-(5-methyl-1,2,4-oxadiazol-3-yl) isoquinolin-1-yl] amino} ethyl)-2,3-dihydro-1H-isoindole-5-carboxylate